C1=CC(=N)C=CC1=C(C2=CC=C(C=C2)N)C3=CC=C(C=C3)N.Cl The molecule is a hydrochloride that is the monohydrochloride of 4,4'-[(4-iminocyclohexa-2,5-dien-1-ylidene)methanediyl]dianiline. One of the major constituents of Basic fuchsin, together with rosanilin, magenta II and new fuchsin. It has a role as a histological dye and a fluorochrome. It contains a pararosaniline(1+).